N1,N3-Bis{2-[2-(2-aminoethoxy)ethoxy]ethyl}-5-(4-iodobenzamido)isophthalamide NCCOCCOCCNC(C1=CC(C(=O)NCCOCCOCCN)=CC(=C1)NC(C1=CC=C(C=C1)I)=O)=O